6-fluoro-2-methyl-1,3-benzothiazole FC1=CC2=C(N=C(S2)C)C=C1